1,4-bis(4-carboxy-4-methylpentyl)benzene C(=O)(O)C(CCCC1=CC=C(C=C1)CCCC(C)(C(=O)O)C)(C)C